[N+](=O)([O-])/C=C/C=1C=CC(=NC1)C(F)(F)F (E)-5-(2-nitrovinyl)-2-(trifluoromethyl)pyridine